ClC=1C=CC(=C2C=CC=NC12)N1C[C@@]2(C[C@@]2(C1)C(F)(F)F)C=1OC(=NN1)C1CCN(CC1)C 2-((1S,5R)-3-(8-chloroquinoline-5-yl)-5-(trifluoromethyl)-3-azabicyclo[3.1.0]hex-1-yl)-5-(1-methylpiperidin-4-yl)-1,3,4-oxadiazole